FC1(O[C@H]([C@H](N(C1([2H])[2H])C(=O)C1=NN(C(=C1C1=NC=C(C=N1)F)C)C)CNC1=NC=C(C=N1)C(F)(F)F)C)F ((5R,6S)-2,2-Difluoro-6-methyl-5-(((5-(trifluoromethyl)pyrimidin-2-yl)amino)methyl)morpholino-3,3-d2)(4-(5-fluoropyrimidin-2-yl)-1,5-dimethyl-1H-pyrazol-3-yl)methanone